C(C=C)(=O)N1CC(CC1)C=1OC(=C(N1)C1=CC=C(C=C1)OC1=CC=CC=C1)C(=O)N 2-(1-acryloylpyrrolidine-3-yl)-4-(4-phenoxyphenyl)oxazole-5-carboxamide